tert-butyl [2-(benzyloxy)ethyl][(1R)-1-(4-bromo-3,5-dimethoxyphenyl)ethyl]carbamate C(C1=CC=CC=C1)OCCN(C(OC(C)(C)C)=O)[C@H](C)C1=CC(=C(C(=C1)OC)Br)OC